CC=1C=C(C=CC1N)C1(C2=CC=CC=C2C=2C=CC=CC12)C1=CC(=C(C=C1)N)Cl 9-(3-methyl-4-aminophenyl)-9-(3-chloro-4-aminophenyl)fluorene